SCCCCCCCCCC(=O)O 10-mercaptodecanoic acid